FC(C=1OC(=NN1)N1[C@@H](C2=C(CC1)NC=N2)C2=NN1C(C(=CC=C1)F)=C2)F (S)-2-(difluoromethyl)-5-(4-(4-fluoropyrazolo[1,5-a]pyridin-2-yl)-6,7-dihydro-1H-imidazo[4,5-c]pyridin-5(4H)-yl)-1,3,4-oxadiazole